OC1=C(C=CC(=C1)OCCCCCC)C1=NC(=NC(=N1)C1=CC=CC=C1)C1=CC=CC=C1 2-(2-Hydroxy-4-hexyloxyphenyl)-4,6-diphenyl-1,3,5-triazine